Phenyl-Perylene-3,4-Dicarboximide C1(=CC=CC=C1)C1=CC2=C3C(=CC=C4C5=CC=CC6=CC=CC(C1=C34)=C56)C(NC2=O)=O